NC=1C(=NC(=CC1C1=C(C(=CC=C1C)OC)C)C=1SC=CN1)C(=O)N 3-amino-4-(3-methoxy-2,6-dimethyl-phenyl)-6-thiazol-2-yl-pyridine-2-carboxamide